(1,3-thiazol-5-yl)-benzonitrile S1C=NC=C1C1=C(C#N)C=CC=C1